gamma-mercaptopropyl-methylsilane SCCC[SiH2]C